C(C)(C)(C)OC(=O)N[C@H](C(=O)OC1CC1)CI cyclopropyl (R)-2-((tert-butoxycarbonyl) amino)-3-iodopropionate